(4R)-4-methyl-2-{[1-(2-oxobutanoyl)piperidin-4-yl]methyl}-N-{[(2S)-oxopyrrolidin-2-yl]methyl}-8-(trifluoromethyl)-4,5-dihydro-2H-furo[2,3-g]indazole-7-carboxamide C[C@H]1C2=CN(N=C2C2=C(C1)OC(=C2C(F)(F)F)C(=O)NC[C@@H]2NCCC2=O)CC2CCN(CC2)C(C(CC)=O)=O